CCCCCCCCCCCCCCCCC/C=C/C(=O)SCCNC(=O)CCNC(=O)[C@@H](C(C)(C)COP(=O)([O-])OP(=O)([O-])OC[C@@H]1[C@H]([C@H]([C@@H](O1)N2C=NC3=C(N=CN=C32)N)O)OP(=O)([O-])[O-])O The molecule is an acyl-CoA(4-) arising from deprotonation of the phosphate and diphosphate functions of trans-2-icosenoyl-CoA. It is a conjugate base of a trans-2-icosenoyl-CoA.